COC=1C=C(C=CC1OC)[C@H](C1CCN(CC1)C(=O)N1C[C@@H]2[C@@H](OCC(N2)=O)CC1)C1=CC=NC=C1 |o1:10| (4aR,8aS)-6-[4-[(R or S)-(3,4-Dimethoxyphenyl)-(4-pyridyl)methyl]piperidine-1-carbonyl]-4,4a,5,7,8,8a-hexahydropyrido[4,3-b][1,4]oxazin-3-one